NC1=C(N(N=C1C)COCC[Si](C)(C)C)C1=C(C=NC(=C1)N1CCOCC1)NC(OC(C)(C)C)=O tert-butyl N-[4-[4-amino-5-methyl-2-(2-trimethylsilylethoxymethyl)pyrazol-3-yl]-6-morpholino-3-pyridyl]carbamate